4-(3,6-bis(anthracen-9-yl)-9H-carbazol-9-yl)benzonitrile C1=CC=CC2=CC3=CC=CC=C3C(=C12)C=1C=CC=2N(C3=CC=C(C=C3C2C1)C=1C2=CC=CC=C2C=C2C=CC=CC12)C1=CC=C(C#N)C=C1